C12C(C3CC(CC(C1)C3)C2)CN2C(C(=CC=C2)NC([C@H](CCC(C(=O)NCC)=O)NC(=O)C2=C(N=NS2)CO)=O)=O (S)-N1-(1-(2-adamantylmethyl)-2-oxo-1,2-dihydropyridin-3-yl)-N6-ethyl-2-(4-(hydroxymethyl)-1,2,3-thiadiazole-5-carboxamido)-5-oxohexanediamide